[N+](=O)([O-])C=1C=CC=C2C(=CNC12)CC#N 2-(7-nitro-1H-indol-3-yl)acetonitrile